2-amino-9-chloro-3-phenyl-10H-chromeno[3,2-b]pyridin-10-one NC1=C(C=C2C(=N1)C(C=1C(=CC=CC1O2)Cl)=O)C2=CC=CC=C2